BrC1=CC(=CC=C1)C(C1(CC1)C)(F)F 1-bromo-3-(difluoro(1-methylcyclopropyl)methyl)benzene